FC1=NC(=C(C(=C1C)C)C)F 2,6-difluoro-3,4,5-trimethylpyridine